1-(2-methylbenzyl)-N3-(pyridin-2-yl)-1H-1,2,4-triazole-3,5-diamine CC1=C(CN2N=C(N=C2N)NC2=NC=CC=C2)C=CC=C1